3-cyclopentyloxy-4-difluoromethoxy-styrene C1(CCCC1)OC=1C=C(C=C)C=CC1OC(F)F